N-(4-(4-amino-1-(3-fluoro-4-(4-formylpiperidin-1-yl)phenyl)-1H-pyrazolo[3,4-d]pyrimidin-3-yl)benzyl)-5-fluoro-2-methoxybenzamide NC1=C2C(=NC=N1)N(N=C2C2=CC=C(CNC(C1=C(C=CC(=C1)F)OC)=O)C=C2)C2=CC(=C(C=C2)N2CCC(CC2)C=O)F